ClC1=CC(=C2C(=N1)N(N=N2)[C@H]2[C@@H]([C@@H]([C@H](O2)CO[C@H](COC)P(O)(O)=O)O)O)NC2CCCC2 ((S)-1-(((2R,3S,4R,5R)-5-(5-chloro-7-(cyclopentylamino)-3H-[1,2,3]triazolo[4,5-b]pyridin-3-yl)-3,4-dihydroxytetrahydrofuran-2-yl)methoxy)-2-methoxyethyl)phosphonic acid